6-chloro-7-[1-(4-hydroxyoxolan-3-yl)piperidin-4-yl]quinazolin ClC=1C=C2C=NC=NC2=CC1C1CCN(CC1)C1COCC1O